N1(CCC1)C(=O)N1C(C(CC1)NS(=O)(=O)CC)CC1=C(C(=CC=C1)C#CC1CC1)F N-(1-(azetidine-1-carbonyl)-2-(3-(cyclopropylethynyl)-2-fluorobenzyl)pyrrolidin-3-yl)ethanesulfonamide